C(#N)C(C)(C)C(=O)NN=NNC=O 1-(1-cyano-1-methylethyl)azoformamide